O[C@H]1[C@@H](CCCC1)NC1=C2C(=C(N=N1)C1=NC=C(C=C1O)C(F)(F)F)OC=C2 2-(4-(((1R,2R)-2-hydroxycyclohexyl)amino)furo[2,3-d]pyridazin-7-yl)-5-(trifluoromethyl)pyridin-3-ol